tert-butyl (tert-butoxycarbonyl)(7-(3-((3,3-difluoro-4-(4-fluorophenyl)-4-((triethylsilyl)oxy)pentyl)oxy)-2,4,6-trifluorophenyl)-[1,2,4]triazolo[1,5-a]pyridin-2-yl)carbamate C(C)(C)(C)OC(=O)N(C(OC(C)(C)C)=O)C1=NN2C(C=C(C=C2)C2=C(C(=C(C=C2F)F)OCCC(C(C)(O[Si](CC)(CC)CC)C2=CC=C(C=C2)F)(F)F)F)=N1